C1(CC1)C=1C=C(C=2N(C1)C=C(N2)COC2=NC=NC(=C2)NCC2=C(C=C(C=C2C)C(=N)OCC)C)CC(=O)OCC ethyl 2-(6-cyclopropyl-2-((6-(4-(ethoxy(imino)methyl)-2,6-dimethylbenzylamino)pyrimidin-4-yloxy)methyl)imidazo[1,2-a]pyridin-8-yl)acetate